ClC=1C(=NC(=NC1)N1C[C@H](C(CC1)(F)F)CO)NC1=CC=2C3=C(C(N(C2C=C1)C)=O)OCC[C@@H](N3)C3CC3 (R)-10-((5-chloro-2-((S)-4,4-difluoro-3-(hydroxymethyl)piperidin-1-yl)pyrimidin-4-yl)amino)-2-cyclopropyl-7-methyl-1,2,3,4-tetrahydro-[1,4]oxazepino[2,3-c]quinolin-6(7H)-one